2-[4-(4-pyridyl)butoxy]pyridine-3-carboxamide N1=CC=C(C=C1)CCCCOC1=NC=CC=C1C(=O)N